tert-butyl N-[1-(cyanomethyl)cyclopropyl]-N-(2-hydroxy-2-phenylethyl)carbamate C(#N)CC1(CC1)N(C(OC(C)(C)C)=O)CC(C1=CC=CC=C1)O